S(N)(=O)(=O)C1=CC=C(C=C1)N1CCC(CC1)C(=O)OCC ethyl 1-(4-sulfamoylphenyl)piperidine-4-carboxylate